methyl (S)-2-amino-3-(4-(3-(3-((tert-butyldiphenylsilyl)oxy)-2,2-dimethylpropyl)-2-(2-((S)-1-methoxyethyl)pyridin-3-yl)-1-(2,2,2-trifluoroethyl)-1H-indol-5-yl)oxazol-2-yl)propanoate N[C@H](C(=O)OC)CC=1OC=C(N1)C=1C=C2C(=C(N(C2=CC1)CC(F)(F)F)C=1C(=NC=CC1)[C@H](C)OC)CC(CO[Si](C1=CC=CC=C1)(C1=CC=CC=C1)C(C)(C)C)(C)C